C(C)(C)(C)OC1=CC=C(C=C1)C1=CN=C(S1)NC(=O)C1N2C=C(C=C2C(CC1)=O)C N-[5-(4-tert-butoxyphenyl)thiazol-2-yl]-2-methyl-8-oxo-6,7-dihydro-5H-indolizine-5-carboxamide